3,5-dinitro-1,2,4-triazole ammonium salt [NH4+].[N+](=O)([O-])C1=NNC(=N1)[N+](=O)[O-]